N1(CCNCC1)C1=CC=C(C=C1)NC1=NC2=CC=C(C=C2C(=C1)C(F)(F)F)N N-(4-(piperazin-1-yl)phenyl)-6-amino-4-trifluoromethylquinolin-2-amine